[Cr].[Al].[Mg].[Zr] zirconium magnesium aluminum chromium